BrC1=NC=C(C=C1)O 2-bromo-5-hydroxypyridine